N-(5-(5-amino-7-methylthiazolo[5,4-d]pyrimidin-2-yl)-2-methoxypyridin-3-yl)-2,4-difluorobenzenesulfonamide NC=1N=C(C2=C(N1)SC(=N2)C=2C=C(C(=NC2)OC)NS(=O)(=O)C2=C(C=C(C=C2)F)F)C